3-azabicyclo[3.1.0]Hex-3-yl ketone C12CN(CC2C1)C(=O)N1CC2CC2C1